C(C)(C)(C)C=1OC=C(N1)C(=O)NCC1=C(C=C(C=C1)C1=NC=NN2C1=CC(=C2)C=2C=NN(C2C)C)C 2-(tert-butyl)-N-(4-(6-(1,5-dimethyl-1H-pyrazol-4-yl)pyrrolo[2,1-f][1,2,4]triazin-4-yl)-2-methylbenzyl)oxazole-4-carboxamide